N-((3-nitro-4-(((tetrahydro-2H-pyran-4-yl)methyl)amino)-phenyl)sulfonyl)benzamide [N+](=O)([O-])C=1C=C(C=CC1NCC1CCOCC1)S(=O)(=O)NC(C1=CC=CC=C1)=O